2-(5-fluoro-2-methoxypyridin-4-yl)-3-isopropyl-5-(piperidin-4-yl)-1H-indole FC=1C(=CC(=NC1)OC)C=1NC2=CC=C(C=C2C1C(C)C)C1CCNCC1